Methyl 3-amino-5-[(4-methoxyphenyl)methoxy]-6-(1-methylbenzimidazol-4-yl)pyrazine-2-carboxylate NC=1C(=NC(=C(N1)OCC1=CC=C(C=C1)OC)C1=CC=CC=2N(C=NC21)C)C(=O)OC